10-Hydroxy-3-((2-(trimethylsilyl)ethoxy)methyl)-1,3-diazadispiro[4.1.57.15]tridecane-2,4-dione OC1CCC2(CC3(C(N(C(N3)=O)COCC[Si](C)(C)C)=O)C2)CC1